(R)-N-((2',3,6'-trifluoro-[1,1'-biphenyl]-4-yl)methyl)-5,6,7,8-tetrahydroquinolin-8-amine FC1=C(C(=CC=C1)F)C1=CC(=C(C=C1)CN[C@@H]1CCCC=2C=CC=NC12)F